BrC=1C=CC2=C(C=C(O2)C=2OC(=NN2)SSC(C)C)C1 2-(5-bromobenzofuran-2-yl)-5-(isopropyldithio)-1,3,4-oxadiazole